ClC=1C=C(OC2=CC=C(C=C2)[N+]#N)C=CC1 4-(3-chlorophenoxy)phenyl-diazonium